(1'-hydroxy-3'-(methylthio)propoxy)-3-(methylthio)propan-1-ol OC(CCSC)OC(CCSC)O